[Si](C1=CC=CC=C1)(C1=CC=CC=C1)(C(C)(C)C)OC[C@@H]1CO[C@@H](CN1C(=O)OC(C)(C)C)C(NC(C)(C)C1=C(C=C(C=C1)C#C[Si](C)(C)C)F)=O tert-butyl (2S,5S)-5-(((tert-butyldiphenylsilyl)oxy)methyl)-2-((2-(2-fluoro-4-((trimethylsilyl)ethynyl)phenyl)propan-2-yl)carbamoyl)morpholine-4-carboxylate